N[C@@H]1CN(CCC1)C1=CC(=NC=C1C=1C=NN(C1)C1CCOCC1)NC1=NC(=C(C(=O)OC)C=C1)C1=C(C=CC=C1OC)F methyl 6-((4-((S)-3-aminopiperidin-1-yl)-5-(1-(tetrahydro-2H-pyran-4-yl)-1H-pyrazol-4-yl)pyridin-2-yl)amino)-2-(2-fluoro-6-methoxyphenyl)nicotinate